NC1=NN2C(C=C(C=C2)C=2C(=C(C(=O)NCCC(C3=CC=C(C=C3)C(F)(F)F)O)C(=CC2)C)F)=N1 3-(2-amino-[1,2,4]-triazolo[1,5-a]-pyridin-7-yl)-2-fluoro-N-(3-hydroxy-3-(4-(trifluoromethyl)-phenyl)propyl)-6-methylbenzamide